COC1=C(C=CC=C1C1=NC=CC=N1)NC1=CC(=NC=C1C(NC)=O)NC1=CC=C(C=N1)C(=O)O 6-[(4-{[2-methoxy-3-(pyrimidin-2-yl)phenyl]amino}-5-(methylcarbamoyl)pyridin-2-yl)amino]pyridine-3-carboxylic acid